CN(C(=O)C=1C=NN2C1N=CC=C2)C N,N-dimethylpyrazolo[1,5-a]pyrimidine-3-carboxamide